C(C)(C)N1N=C(C=C1)[S@@](=O)(N)=NC(NC1=C2C(=NC3=C1CCC3)C3(CC2)CC3)=O |o1:8| (R) or (S)-1-Isopropyl-N'-((1',5',6',7'-tetrahydro-2'H-spiro[cyclopropane-1,3'-dicyclopenta[b,e]pyridin]-8'-yl)carbamoyl)-1H-pyrazole-3-sulfonimidamide